3-(6-spiro[2H-benzofuran-3,1'-cyclopropane]-4-yloxy-3-pyridinyl)-1H-imidazo[4,5-c]pyridin-2-one C12(CC1)COC1=C2C(=CC=C1)OC1=CC=C(C=N1)N1C(NC2=C1C=NC=C2)=O